FC1([C@H](CN(C[C@H]1CCCOS(=O)(=O)C1=CC=C(C=C1)C)C(=O)OC(C)(C)C)C)F tert-butyl (3S,5R)-4,4-difluoro-3-methyl-5-[3-(p-tolylsulfonyloxy)propyl]piperidine-1-carboxylate